BrC=1C(=C(OC2=C(C=NN2C)C(=O)NN(C(=O)OC)CC2=C(C=C(C=C2)C)C)C=CC1)F methyl 2-(5-(3-bromo-2-fluorophenoxy)-1-methyl-1H-pyrazole-4-carbonyl)-1-(2,4-dimethylbenzyl)hydrazine-1-carboxylate